2-hexyl-9-[(3-methylphenyl)methyl]-2,3,4,9-tetrahydro-1H-carbazole-8-carboxylic acid C(CCCCC)C1CC=2N(C3=C(C=CC=C3C2CC1)C(=O)O)CC1=CC(=CC=C1)C